5-chloro-N-((1S,2S,3R)-2-cyano-3-(2-(2-fluorophenyl)-6-(1H-1,2,4-triazol-3-yl)-1H-imidazo[4,5-c]pyridin-1-yl)cyclohexyl)thiazole-2-carboxamide ClC1=CN=C(S1)C(=O)N[C@@H]1[C@@H]([C@@H](CCC1)N1C(=NC=2C=NC(=CC21)C2=NNC=N2)C2=C(C=CC=C2)F)C#N